2-[2-fluoro-6-[2-(methylamino)pyrimidin-5-yl]Pyridin-3-yl]-1,3-benzothiazol-6-amine FC1=NC(=CC=C1C=1SC2=C(N1)C=CC(=C2)N)C=2C=NC(=NC2)NC